N1C=CC2=CC(=CC=C12)C=1C=C(C(=O)NC=2N(C=C(N2)CCCCCCN2CCCCC2)C2=CC=CC=C2)C=CC1 3-(1H-indol-5-yl)-N-(1-phenyl-4-(6-(piperidin-1-yl)hexyl)-1H-imidazol-2-yl)benzamide